C[Pt](C)(C)I Trimethylplatinum(IV) iodide